6-methoxy-1-(2-methoxyethyl)-1H-indazole-5-carboxylic acid methyl ester COC(=O)C=1C=C2C=NN(C2=CC1OC)CCOC